Naphthalendiol C=1(C(=CC=C2C=CC=CC12)O)O